ε-(α-glutamyl)lysine N[C@@H](CCC(O)=O)C(=O)C(CCC[C@H](N)C(=O)O)N